4,6-dichloropyrido[3,2-d]pyrimidine-8-carboxylate ClC=1C2=C(N=CN1)C(=CC(=N2)Cl)C(=O)[O-]